6,7-dimethyl-2-[rac-(6R)-6-[1-(cyclopropylmethyl)pyrazol-4-yl]-3,6-dihydro-2H-pyran-4-yl]Pteridine CC=1N=C2C=NC(=NC2=NC1C)C=1CCO[C@H](C1)C=1C=NN(C1)CC1CC1 |r|